IC=1C=NC=C(C1C1CCC(CC1)O)C (1r,4r)-4-(3-iodo-5-methylpyridin-4-yl)cyclohexan-1-ol